di(2-cyanoethyl) phosphate P(=O)(OCCC#N)(OCCC#N)[O-]